C(C)(=O)NCC(=O)N[C@@H](C(=O)NC1=CC(=C(C=C1)[Si](C)(C)C)F)C1=CC=C(C=C1)COC N2-acetyl-N-((1R)-2-((3-fluoro-4-(trimethylsilyl)phenyl)amino)-1-(4-(methoxymethyl)phenyl)-2-oxoethyl)glycinamide